7-Oxo-3-oxa-9-azabicyclo[3.3.1]nonane-9-carboxylic acid tert-butyl ester C(C)(C)(C)OC(=O)N1C2COCC1CC(C2)=O